C(C)(=O)[O-].CC1=NC(=CC=C1[C@H]1[NH+](CCC1)C)C (2S)-2-(2,6-dimethylpyridin-3-yl)-1-methylpyrrolidin-1-ium acetate